C(C1=CC=CC=C1)O[C@@H]1[C@H](OC([C@@H]1OCC1=CC=CC=C1)OC)COCC1=CC=CC=C1 (2R,3R,4R)-3,4-bis(benzyloxy)-2-((benzyloxy)methyl)-5-methoxytetrahydrofuran